5-((1H-pyrrolo[2,3-b]pyridin-3-yl)methyl)-2-thioxothiazolidin-4-one N1C=C(C=2C1=NC=CC2)CC2C(NC(S2)=S)=O